2,4-diamino-N-phenylaniline NC1=C(NC2=CC=CC=C2)C=CC(=C1)N